COC=1SC2=C(C1)C=CC=C2 methoxy-benzothiophen